C(CCCCCCCC\C=C\CCCCC)O (E)-10-Hexadecen-1-ol